tert-Butyl 3-(4-((tetrahydro-2H-pyran-4-yl)oxy)-7-(thiazol-2-yl)benzo[d]oxazol-2-yl)-3,6-diazabicyclo[3.1.1]heptane-6-carboxylate O1CCC(CC1)OC1=CC=C(C2=C1N=C(O2)N2CC1N(C(C2)C1)C(=O)OC(C)(C)C)C=1SC=CN1